(3-amino-4-methoxybenzo[d]isoxazol-6-yl)methane-d2-ol NC1=NOC2=C1C(=CC(=C2)C(O)([2H])[2H])OC